1,1,1,3,3,3-hexafluoropropan-2-yl (R or S)-1-(((6-(trifluoromethyl)pyridin-2-yl)methyl)carbamoyl)-6-azaspiro[2.5]octane-6-carboxylate FC(C1=CC=CC(=N1)CNC(=O)[C@@H]1CC12CCN(CC2)C(=O)OC(C(F)(F)F)C(F)(F)F)(F)F |o1:12|